epsilon-1-pentadecanoyl-2-heneicosanoyl-glycero-3-phosphoserine C(CCCCCCCCCCCCCC)(=O)C(CCCC(=O)OC(CO)COP(=O)(O)OC[C@H](N)C(=O)O)CCCCCCCCCCCCCCCC